oxalic acid phosphorus [P].C(C(=O)O)(=O)O